N1CCCC12CCCCC2 1-azaspiro[4.5]decan